C(C=C)(=O)OCCCCCC(C)C 6-methylheptyl prop-2-enoate